O[C@@H](C(=O)NCCC(=O)NCCSC(CC(/C=C/C(=O)OC)=O)=O)C(CO)(C)C methyl (2E)-6-[(2-[3-[(2R)-2,4-dihydroxy-3,3-dimethylbutanamido]propanamido]ethyl)sulfanyl]-4,6-dioxohex-2-enoate